O1CC(CC1)OC=1C=CC=C2CCN(CC12)C(=O)OC(C)(C)C tert-butyl 8-((tetrahydrofuran-3-yl)oxy)-3,4-dihydroisoquinoline-2(1H)-carboxylate